IC1=C(OCCSCC=2NC(NC2)=O)C(=CC=C1)I 4-[(2,6-Diiodophenoxyethylsulfanyl)methyl]1,3-dihydroimidazol-2-one